NC=1N=C(SC1C(=O)C1=CC=C(C=C1)OC(F)F)NC=1C=NC(=CC1)OC(F)(F)F (4-amino-2-{[6-(trifluoromethoxy)pyridin-3-yl]amino}-1,3-thiazol-5-yl)[4-(difluoromethoxy)phenyl]methanone